2,6-difluoro-1,5-diiodobiphenyl FC1C(C(=C(C=C1)I)F)(C1=CC=CC=C1)I